5-((S)-6-((R)-5-acryloyl-4-methyl-4,5,6,7-tetrahydropyrazolo[1,5-a]pyrazin-2-yl)-7-(2,4-difluoro-6-(2-methoxyethoxy)phenyl)thieno[3,2-c]pyridin-4-yl)isoindolin-1-one C(C=C)(=O)N1[C@@H](C=2N(CC1)N=C(C2)C2=C(C1=C(C(=N2)C=2C=C3CNC(C3=CC2)=O)C=CS1)C1=C(C=C(C=C1OCCOC)F)F)C